C(C)(C)(C)OC(=O)NC(C(=O)O)CC1=CC(=C(C=C1)O)C=O 2-((tert-butoxycarbonyl)amino)-3-(3-formyl-4-hydroxyphenyl)propionic acid